BrC1=CC(=C(N)C=C1)F 4-bromo-2-fluoroaniline